4-[(3,5-difluorophenyl)amino]-6-[(1H-indol-6-yl)amino]pyridine-2-carbonitrile FC=1C=C(C=C(C1)F)NC1=CC(=NC(=C1)NC1=CC=C2C=CNC2=C1)C#N